(R)-4-(3-oxomorpholin-4-yl)-3-(4-methylphenyl)-N-((R)-1-(6-(trifluoromethyl)pyridazin-3-yl)ethyl)-4,5-dihydro-1H-pyrazole-1-carboxamide O=C1N(CCOC1)[C@H]1C(=NN(C1)C(=O)N[C@H](C)C=1N=NC(=CC1)C(F)(F)F)C1=CC=C(C=C1)C